COC(=O)[C@H]1N(CC2(CC2)C1)C(C1=C(C=C(C(=C1)OC1CC1)OCC1=CC=CC=C1)[N+](=O)[O-])=O (S)-5-(4-(benzyloxy)-5-cyclopropyloxy-2-nitrobenzoyl)-5-azaspiro[2.4]heptane-6-carboxylic acid methyl ester